S(=O)(=O)(OCCl)Cl chloromethyl chlorosulfate